ClC=1C(=C(C2=C(N(CCO2)CC=2SC=CC2)C1)C(=O)O)OC 6-chloro-7-methoxy-4-[(thiophen-2-yl)methyl]-3,4-dihydro-2H-1,4-benzoxazine-8-carboxylic acid